(R)-tert-butyl N-[[4-[[2-(tert-butoxycarbonylamino)-5-(4-fluorophenyl)phenyl]carbamoyl]phenyl]-methyl-oxo-sulfanylidene]carbamate C(C)(C)(C)OC(=O)NC1=C(C=C(C=C1)C1=CC=C(C=C1)F)NC(=O)C1=CC=C(C=C1)[S@](=NC(OC(C)(C)C)=O)(=O)C